CC1(CC(N(O1)CC1=CC=C(C=C1)C1=NOC(=N1)C(F)(F)F)=O)C 5,5-dimethyl-2-[[4-[5-(trifluoromethyl)-1,2,4-oxadiazole-3-yl]phenyl]methyl]isoxazolidin-3-one